C(C1=CC=CC=C1)N1C(C2(CC1)CCC(CC2)C=2C(=NN1C2COCC1)CN(CCN(C(OC(C)(C)C)=O)C)C)=O tert-Butyl (2-(((3-(2-benzyl-1-oxo-2-azaspiro[4.5]decan-8-yl)-6,7-dihydro-4H-pyrazolo[5,1-c][1,4]oxazin-2-yl)methyl)(methyl)amino)ethyl)(methyl)carbamate